6-(4-(8-isopropyl-3,8-diazabicyclo[3.2.1]octan-3-yl)phenyl)-8-methyl-2-(4-(methylsulfonyl)phenyl)-[1,2,4]triazolo[1,5-a]pyridine C(C)(C)N1C2CN(CC1CC2)C2=CC=C(C=C2)C=2C=C(C=1N(C2)N=C(N1)C1=CC=C(C=C1)S(=O)(=O)C)C